benzyliden-bornan-2-one methyl-sulfate COS(=O)(=O)O.C(C1=CC=CC=C1)=C1C(C2(CCC1C2(C)C)C)=O